(R)-5-(3-acrylamidopyrrolidin-1-yl)-2,3-dioxo-1,2,3,4-tetrahydropyrido[3,4-b]pyrazine C(C=C)(=O)N[C@H]1CN(CC1)C1=NC=CC2=C1NC(C(N2)=O)=O